C1(CCCC1)S(=O)(=O)C=1C=C(C=CC1)NC(C1=C(N=CC=C1)N1CCC(CC1)(C)CC)=O N-(3-(cyclopentylsulfonyl)phenyl)-2-(4-ethyl-4-methylpiperidin-1-yl)nicotinamide